C(C)(C)(C)OC(=O)N1C[C@H]2C([C@H]2C1)C1=NOC(C1C1=CC(=CC=C1)C)(C)C (1R,5S,6r)-6-[5,5-dimethyl-4-(3-methylphenyl)-4,5-dihydro-1,2-oxazol-3-yl]-3-azabicyclo[3.1.0]hexane-3-carboxylic acid tert-butyl ester